N-(5-(2-methoxyethoxy)-4'-((4-(2-methoxyethoxy)-6-(methylsulfonyl)pyridin-2-yl)amino)-[2,3'-bipyridin]-6'-yl)acetamide COCCOC=1C=CC(=NC1)C=1C=NC(=CC1NC1=NC(=CC(=C1)OCCOC)S(=O)(=O)C)NC(C)=O